CN1CCN(CC1)C1=NC=CC=2C3=C(N4C(C12)=NC1=C4C=CC=C1)C=CC=C3 1-(4-methylpiperazin-1-yl)benzo[c]benzo[4,5]imidazo[2,1-a][2,7]naphthyridine